FC(C)(F)C1=CC(=NC=C1)C(=O)O 4-(1,1-difluoroethyl)picolinic acid